Methyl 3-(((7-bromo-2,3-dihydrofuro[3,2-c]pyridin-4-yl)amino)methyl)-2-fluorobenzoate BrC=1C2=C(C(=NC1)NCC=1C(=C(C(=O)OC)C=CC1)F)CCO2